NC1=CC=CC(=N1)S(=O)(=O)NC(=O)C=1C(=NC(=CC1)C1=CC(=CC(=C1)OCC(C)C)F)N1C(C(CC1C)C1=CC=CC=C1)C N-[(6-Amino-2-pyridyl)sulfonyl]-2-(2,5-dimethyl-3-phenylpyrrolidin-1-yl)-6-(3-fluoro-5-isobutoxyphenyl)pyridin-3-carboxamid